O1CCN(CC1)C1CCN(CC1)C(=O)OC methyl 4-morpholinopiperidine-1-carboxylate